3-(4-Methanesulfonylphenyl)-1-sulfamoyl-1H-pyrrole-2-carboxylic acid, sodium salt [Na+].CS(=O)(=O)C1=CC=C(C=C1)C1=C(N(C=C1)S(N)(=O)=O)C(=O)[O-]